ethyl 1-[5-(4-benzyloxy-2-ethyl-5-methyl-pyrazol-3-yl)-2-[(4-methoxyphenyl) methyl]-1,2,4-triazol-3-yl]-6-methyl-imidazo[1,5-a]pyrazine-3-carboxylate C(C1=CC=CC=C1)OC1=C(N(N=C1C)CC)C=1N=C(N(N1)CC1=CC=C(C=C1)OC)C=1N=C(N2C1C=NC(=C2)C)C(=O)OCC